N1=CC(=CC=C1)C1=CC=C(C=C1)C1=NOC(C1)C(=O)OCC ethyl 3-[4-(pyridin-3-yl) phenyl]-4,5-dihydro-1,2-oxazole-5-carboxylate